2-(cyclopropylmethyl)-N-phenyl-N-propyl-1,2,3,4-tetrahydroisoquinolin-7-amine hydrochloride Cl.C1(CC1)CN1CC2=CC(=CC=C2CC1)N(CCC)C1=CC=CC=C1